1-((2R,3R,4S,5R)-4-(allyloxy)-3-hydroxy-5-(hydroxymethyl)tetrahydrofuran-2-yl)pyrimidine-2,4(1H,3H)-dione C(C=C)O[C@H]1[C@H]([C@@H](O[C@@H]1CO)N1C(NC(C=C1)=O)=O)O